2-(5-chloro-[1,1'-biphenyl]-2-yl)-3,5,6-triphenylpyrazine ClC=1C=CC(=C(C1)C1=CC=CC=C1)C1=NC(=C(N=C1C1=CC=CC=C1)C1=CC=CC=C1)C1=CC=CC=C1